2-(hydroxymethyl)cyclopropane-1-carboxamide OCC1C(C1)C(=O)N